BrC1=NN=C(S1)N1C2CCC(C1)(CC2)NC(C)=O N-(2-(5-bromo-1,3,4-thiadiazol-2-yl)-2-azabicyclo[2.2.2]oct-4-yl)acetamide